NC1=C2CCC(C2=CC=C1F)=O 4-amino-5-fluoro-2,3-dihydro-1H-inden-1-one